N[C@@H](C(=O)NC1=CC=C(C=C1)C1=NOC(N1)=O)C (R)-2-Amino-N-(4-(5-oxo-4,5-dihydro-1,2,4-oxadiazol-3-yl)phenyl)propanamide